(3,4-Dihydro-2H-pyrano[3,2-b]pyridin-4-yl)methanol O1CCC(C2=NC=CC=C21)CO